methyl 4-(2-amino-5-methoxyphenyl)-3-[(tert-butoxycarbonyl)amino]butanoate NC1=C(C=C(C=C1)OC)CC(CC(=O)OC)NC(=O)OC(C)(C)C